TETRAHYDROPYRAZOLO-PYRAZINYL-DIHYDROIMIDAZOLON N1(NCC2C1=NC=CN2)N2C(NC=C2)=O